C(#N)Cl cyano chloride